8'-(5-{[Ethyl(methyl)sulfamoyl]amino}-6-[3-(piperidin-1-yl)propoxy]pyridin-3-yl)-3'-methyl-2',3'-dihydrospiro[cyclobutane-1,1'-pyrrolo[2,3-c]quinoline]-2'-one C(C)N(S(=O)(=O)NC=1C=C(C=NC1OCCCN1CCCCC1)C1=CC=2C3=C(C=NC2C=C1)N(C(C31CCC1)=O)C)C